FC(OC1=C(C=CC(=C1)C(F)(F)F)C=1C=2N(C(=NN1)N[C@H]1CN(CCC1)C)C=CC2)F 1-[2-(difluoromethoxy)-4-(trifluoromethyl)phenyl]-N-[(3R)-1-methyl-3-piperidinyl]pyrrolo[1,2-d][1,2,4]triazin-4-amine